2-[5-Bromo-2-(3-chloro-pyridin-2-yl)-2H-pyrazol-3-yl]-6-chloro-8-methyl-benzo[d][1,3]oxazin-4-one BrC=1C=C(N(N1)C1=NC=CC=C1Cl)C=1OC(C2=C(N1)C(=CC(=C2)Cl)C)=O